ethyl 3-(2-amino-4-bromophenyl formylamino)-2,2-dimethylpropionate NC1=C(C=CC(=C1)Br)C(=O)NCC(C(=O)OCC)(C)C